3-bromo-2-(oxetan-3-yloxy)pyridine BrC=1C(=NC=CC1)OC1COC1